{6-[4-(cyclopropylmethyl)piperazin-1-yl]pyridin-3-yl}boronic acid C1(CC1)CN1CCN(CC1)C1=CC=C(C=N1)B(O)O